C(C(C)C)OC(C(CC(=O)OCC(C)C)C)=O diisobutyl-2-methyl-succinate